ClC=1C=C(C=CC1F)NC(N([C@H]1COCC=2NC(C=3C=CC=CC3C21)=O)C)=O (R)-3-(3-chloro-4-fluorophenyl)-1-methyl-1-(6-oxo-1,4,5,6-tetrahydro-2H-pyrano[3,4-c]isoquinolin-1-yl)urea